1-[8-chloro-5-(1,1-dioxido-1,4-thiazepan-4-yl)-3-methylimidazo[1,5-a]pyridin-6-yl]ethanamine ClC=1C=2N(C(=C(C1)C(C)N)N1CCS(CCC1)(=O)=O)C(=NC2)C